N(=C=O)CC1C(CCCC1)(C)N=C=O isocyanatomethyl-methylCyclohexyl Isocyanate